COCCO[Si](OCC)(OCC)C1=CC=CC2=CC=CC=C12 methoxynaphthyl-triethoxysilane